5-{1-[2-fluoro-5-methoxy-4-(2-methylpropyloxy)benzoyl]piperidin-4-yl}-4-methoxypyridin-2-amine FC1=C(C(=O)N2CCC(CC2)C=2C(=CC(=NC2)N)OC)C=C(C(=C1)OCC(C)C)OC